(4-bromo-3,5-difluorophenyl)acetic acid BrC1=C(C=C(C=C1F)CC(=O)O)F